ClC=1C=C2C(NC(=NC2=CC1)C(C)C1CCC(CC1)C1=CC=NC2=CC=C(C=C12)F)=O 6-chloro-2-(1-((1S,4S)-4-(6-fluoroquinolin-4-yl)cyclohexyl)ethyl)quinazolin-4(3H)-one